C(C)(C)(C)[C@@H]1CC=2C=C(C(=NC2C=2N1C=C(C(C2)=O)C(=O)OCC)OC)OCC2CC2 ethyl (S)-6-(tert-butyl)-3-(cyclopropylmethoxy)-2-methoxy-10-oxo-5,10-dihydro-6H-pyrido[1,2-h][1,7]naphthyridine-9-carboxylate